3-(2,3-dichlorophenyl)-4,5-dihydro-1H-benzo[g]indole-2-carboxylic Acid ClC1=C(C=CC=C1Cl)C1=C(NC=2C3=C(CCC12)C=CC=C3)C(=O)O